8-(3-aminophenyl)-2-((3-chloro-1-methyl-1H-pyrazol-4-yl)amino)-6-phenylpyrido[2,3-d]pyrimidin-7(8H)-one NC=1C=C(C=CC1)N1C(C(=CC2=C1N=C(N=C2)NC=2C(=NN(C2)C)Cl)C2=CC=CC=C2)=O